(S)-3-(((S)-tert-butylsulfinyl)amino)-2,2-difluoro-3-(3-fluorophenyl)propionic acid C(C)(C)(C)[S@](=O)N[C@H](C(C(=O)O)(F)F)C1=CC(=CC=C1)F